tert-butyl (R)-4-(2-(4-benzyl-2-oxooxazolidin-3-yl)-2-oxoethylidene)-3,3-difluoropiperidine-1-carboxylate C(C1=CC=CC=C1)[C@H]1N(C(OC1)=O)C(C=C1C(CN(CC1)C(=O)OC(C)(C)C)(F)F)=O